Cl.BrC1=CC=C2C=C(NC2=C1)C(=O)NC[C@H](CCCN)N (S)-6-bromo-N-(2,5-diaminopentyl)-1H-indole-2-carboxamide hydrogen chloride salt